6'-(((1S,3S)-3-((6-Bromo-3H-imidazo[4,5-b]pyridin-2-yl)amino)cyclopentyl)amino)-2H-[1,3'-bipyridin]-2-one BrC=1C=C2C(=NC1)NC(=N2)N[C@@H]2C[C@H](CC2)NC2=CC=C(C=N2)N2C(C=CC=C2)=O